BrC=1C(=C(C=C(C1OC(F)(F)F)C)F)I 3-bromo-1-fluoro-2-iodo-5-methyl-4-(trifluoromethoxy)benzene